(2S,3S)-N-(2-amino-4-((4-hydroxybenzyl)amino)phenyl)-2,3-difluorodecanamide NC1=C(C=CC(=C1)NCC1=CC=C(C=C1)O)NC([C@@H]([C@H](CCCCCCC)F)F)=O